O[C@@]1(C(N(CC1)C)=O)C1=CC(=NO1)C=1C=C(C=CC1C)C1=CC=CC(=N1)C(=O)N (R)-6-(3-(5-(3-Hydroxy-1-methyl-2-oxopyrrolidin-3-yl)isoxazol-3-yl)-4-methylphenyl)picolinamide